N-(cyclopropylmethyl)pyrimidine-5-carboxamide C1(CC1)CNC(=O)C=1C=NC=NC1